2,5-dibromo-3,6-difluoro-terephthalic acid diethyl ester C(C)OC(C1=C(C(=C(C(=O)OCC)C(=C1F)Br)F)Br)=O